FC(CCC(=O)N1CC2CCC(C1)N2C2=NC=C(C#N)C=C2)(C2=CC(=NC=C2)OC([2H])([2H])[2H])F 6-(3-(4,4-difluoro-4-(2-(methoxy-d3)pyridin-4-yl)butanoyl)-3,8-diazabicyclo[3.2.1]octan-8-yl)nicotinonitrile